2-(3-Bromophenyl)sulfanyl-2-[(3S)-1-tert-butoxycarbonylpyrrolidin-3-yl]acetic acid BrC=1C=C(C=CC1)SC(C(=O)O)[C@@H]1CN(CC1)C(=O)OC(C)(C)C